tert-Butyl 2-(2-(2-cyanopyridin-4-yl)-4-fluoro-6-isopropylphenyl)acetate C(#N)C1=NC=CC(=C1)C1=C(C(=CC(=C1)F)C(C)C)CC(=O)OC(C)(C)C